CC1=CC=C(C=C1)S(=O)(=O)O[C@H]1[C@H](O)[C@@H](O)[C@H](O)[C@H](O1)CO dl-O-p-toluenesulfonyl-beta-D-glucopyranose